tert-Butyl 6-chloro-3-[[(1R)-1-[3,6-dimethyl-2-(2-methylindazol-5-yl)-4-oxo-chromen-8-yl]ethyl]amino]pyridine-2-carboxylate ClC1=CC=C(C(=N1)C(=O)OC(C)(C)C)N[C@H](C)C=1C=C(C=C2C(C(=C(OC12)C1=CC2=CN(N=C2C=C1)C)C)=O)C